tert-butyl 5-(3-isopropyl-2-(2-methylpyridin-4-yl)-1H-indole-5-carbonyl)hexahydropyrrolo[3,4-c]pyrrole-2(1H)-carboxylate C(C)(C)C1=C(NC2=CC=C(C=C12)C(=O)N1CC2C(C1)CN(C2)C(=O)OC(C)(C)C)C2=CC(=NC=C2)C